C(CC)(=O)N1CCCC1 N-propionyl-pyrrolidine